(((9H-fluoren-9-yl)methoxy)carbonyl)-L-alanyl-L-alanylglycine C1=CC=CC=2C3=CC=CC=C3C(C12)COC(=O)N[C@@H](C)C(=O)N[C@@H](C)C(=O)NCC(=O)O